C(C)OC(=O)C=1OC2=C(C1C)C(=C(C=C2)S(N(CC)C2=CC1=C(OCO1)C=C2CN(CC=2OC=CC2)C(C2=C(C=CC=C2)Cl)=O)(=O)=O)CC Ethyl-5-(N-(6-((2-chloro-N-(furan-2-ylmethyl)benzoylamino)methyl)benzo[d][1,3]dioxolane-5-yl)-N-ethylsulfamoyl)-3-methylbenzofuran-2-carboxylic acid ethyl ester